1-Stearamidopropyl-Dimethylamine C(CCCCCCCCCCCCCCCCC)(=O)NC(CC)N(C)C